(-)-17-allyl-4,5α-epoxy-3,14-dihydroxymorphinan-6-one C(C=C)N1[C@H]2[C@@]3(CCC([C@H]4[C@@]3(C=3C(=C(C=CC3C2)O)O4)CC1)=O)O